tert-butyl 5-allyl-3-{[(3-fluoro-2-methoxyphenyl) amino] thiocarbonyl}-2,4-dioxopiperidine-1-carboxylate C(C=C)C1C(C(C(N(C1)C(=O)OC(C)(C)C)=O)C(=S)NC1=C(C(=CC=C1)F)OC)=O